C(C)C1=NN2C(NC=3C(=C2)CN(C3)CC3=CC=NC=C3)=C1 2-ethyl-6-[(pyridin-4-yl)methyl]-6,7-dihydro-4H-pyrazolo[1,5-a]pyrrolo[3,4-d]pyrimidine